C(C)(C)(C)OC(=O)C1O[C@H]([C@H](C1=O)C)C(C)C.C(CCC)C1(CCCCCC1)CCCC di(n-butyl)cycloheptane tert-butyl-(4R,5S)-5-isopropyl-4-methyl-3-oxo-tetrahydrofuran-2-carboxylate